C(C1=CC=CC=C1)N1C(C2=C(C=3C=CC=NC13)CCN(C2)CC2=CC=C(C=C2)F)=O 6-benzyl-3-(4-fluorobenzyl)-2,3,4,6-tetrahydropyrido[3,4-c][1,8]naphthyridin-5(1H)-one